OP(=O)(C)CC[C@H](N)C(=O)O |r| 4-[hydroxyl-(methyl)phosphoryl]-DL-homoalanine